O(CC1=CC=C(C)C=C1)CC1=CC=C(C)C=C1 4,4'-(oxybis(methylene))bis(toluene)